FC=1C=C(CC2=CC(=NC=C2)N2N=NC=3C(NCCCC32)=O)C=C(C1)C(F)(F)F 1-(4-(3-fluoro-5-(trifluoromethyl)benzyl)pyridin-2-yl)-5,6,7,8-tetrahydro-[1,2,3]triazolo[4,5-c]azepin-4(1H)-one